rac-(1S,2S)-2-(5-chloro-2-cyanophenyl)cyclopropane-1-carboxamide ClC=1C=CC(=C(C1)[C@@H]1[C@H](C1)C(=O)N)C#N |r|